(4-[(2,4-dioxo-1,3-diazinan-1-yl)methyl]pyrazol-1-yl)acetic acid O=C1N(CCC(N1)=O)CC=1C=NN(C1)CC(=O)O